Methyl 2-([5-(3,5-diethoxyphenyl)-1-[(2-ethoxyphenyl)-methyl]-1H-pyrazol-3-yl]methoxy)-2-methylpropanoate C(C)OC=1C=C(C=C(C1)OCC)C1=CC(=NN1CC1=C(C=CC=C1)OCC)COC(C(=O)OC)(C)C